2-chloro-1-phenyl-1,3-butanedione ClC(C(=O)C1=CC=CC=C1)C(C)=O